5-(2-((7-chloro-1,2,3,4-tetrahydroisoquinolin-6-yl)amino)-5-(trifluoromethyl)pyrimidin-4-yl)-2-methylthiophene-3-carboxamide ClC1=C(C=C2CCNCC2=C1)NC1=NC=C(C(=N1)C1=CC(=C(S1)C)C(=O)N)C(F)(F)F